Cl.C(C)N=C=NCCCN(Cl)Cl 1-ethyl-3-(3-Dichloroaminopropyl)carbodiimide hydrochloride